heptanate C(CCCCCC)(=O)[O-]